5-[(2,3-difluorophenoxy)methyl]-1,3,4-oxadiazol-2(3H)-one FC1=C(OCC2=NNC(O2)=O)C=CC=C1F